COCOC1=C(C=CC=C1)C=1C=C2C(=NN1)NCC1N2CCN(C1)CCN(C(OC(C)(C)C)=O)C 1-(S)-tert-butyl (2-(2-(2-(methoxymethoxy)phenyl)-6a,7,9,10-tetrahydro-5H-pyrazino[1',2':4,5]pyrazino[2,3-c]pyridazin-8(6H)-yl)ethyl)(methyl)carbamate